ONC(=N)C1=CNC2=CC=CC(=C12)OC N-hydroxy-4-methoxyindole-3-carboxamidine